L-β-aminopropionitrile NCCC#N